tert-Butyl 4-[2-[(8-oxo-6,7-dihydro-5H-indolizine-5-carbonyl)amino]thiazol-5-yl]-3,6-dihydro-2H-pyridine-1-carboxylate O=C1CCC(N2C=CC=C12)C(=O)NC=1SC(=CN1)C=1CCN(CC1)C(=O)OC(C)(C)C